NC1CC(S(CC1)(=O)=O)(C)C 4-amino-2,2-dimethyltetrahydro-2H-thiopyran 1,1-dioxide